FC=1C=C(C=C(C1C=C1CN(C1)CCCF)F)C1=C(CCCC2=C1C=CC(=C2)C(=O)O)C2=C(C=C(C=C2)F)F 9-(3,5-difluoro-4-((1-(3-fluoropropyl)azetidin-3-ylidene)methyl)phenyl)-8-(2,4-difluorophenyl)-6,7-dihydro-5H-benzo[7]annulene-3-carboxylic acid